OCCC1OC2=C(OC1)C=CC=C2N2CCNCC2 3-(2-hydroxyethyl)-5-(piperazin-1-yl)-2,3-dihydro-1,4-benzodioxine